p-tert-octyl-phenoxyl-ethyl chloride C(C)(C)(CC(C)(C)C)C1=CC=C(OCCCl)C=C1